OC=1CC(N[C@H](C1C#N)C)C (6S)-4-hydroxy-2,6-dimethyl-1,2,3,6-tetrahydropyridine-5-carbonitrile